lithium bifluorenone C1(C(C=CC=2C3=CC=CC=C3CC12)=O)=C1C=CC=C2C3=CC=CC=C3C=C12.[Li]